COC=1C=C2CCNCC2=CC1NC1=NC2=CC(=CC=C2C=N1)C=1C=C(C=CC1)C(C)=O 1-(3-{2-[(6-methoxy-1,2,3,4-tetrahydroisoquinolin-7-yl)amino]quinazolin-7-yl}phenyl)ethan-1-one